6-bromo-N-[4,6-dimethoxy-5-(1,1,2-trifluoroethoxy)pyrimidin-2-yl]-1H-pyrrolo[2,3-b]pyridine-3-sulfonamide BrC1=CC=C2C(=N1)NC=C2S(=O)(=O)NC2=NC(=C(C(=N2)OC)OC(CF)(F)F)OC